BrC=1C=NN(C1)C1COCC(C1)(F)F 4-bromo-1-(5,5-difluorotetrahydro-2H-pyran-3-yl)-1H-pyrazole